C(C)OC1=CC=C(C=C1)N1C=NN(C1=O)CC1=CC(=C(OC(C(=O)OCC)(C)C)C=C1)C Ethyl 2-(4-((4-(4-ethoxyphenyl)-5-oxo-4,5-dihydro-1H-1,2,4-triazol-1-yl)methyl)-2-methylphenoxy)-2-methylpropionate